BrC1=C(C=C2C(NN=C(C2=C1)CC=1C=CC(=C(C(=O)N2CCN(CC2)C2=CC=C(C=N2)C#N)C1)F)=O)C 6-[4-[5-[(7-bromo-6-methyl-4-oxo-3H-phthalazin-1-yl)methyl]-2-fluoro-benzoyl]piperazin-1-yl]pyridine-3-carbonitrile